F.FC=1C=C(C=CC1)[C@@H]1N(CCC1)C=1C=CC=2N(N1)C(=CN2)C2=CC=CC(=N2)N2CCN(CC2)CCC=O 3-[4-[6-[6-[(2R)-2-(3-fluorophenyl)pyrrolidin-1-yl]imidazo[1,2-b]pyridazin-3-yl]-2-pyridyl]piperazin-1-yl]propanal hydrofluoride